BrC=1C=C(C(N(C1)C(C(=O)OCC)C(C)C)=O)F ethyl 2-(5-bromo-3-fluoro-2-oxopyridin-1(2H)-yl)-3-methylbutanoate